methyl (S)-3-((2-((2-methylpyrrolidin-1-yl)methyl)-1H-benzo[d]imidazol-5-yl)carbamoyl)benzoate C[C@@H]1N(CCC1)CC1=NC2=C(N1)C=CC(=C2)NC(=O)C=2C=C(C(=O)OC)C=CC2